(E)-N-methyl-2-(phenyl-(pyridine-2-yl)methylene)hydrazinecarbothioamide CNC(=S)N/N=C(/C1=NC=CC=C1)\C1=CC=CC=C1